8-Cyclopentyl-2-((2-methoxyphenyl)amino)-5-((triisopropylsilyl)ethynyl)pyrido[2,3-d]pyrimidin-7(8H)-one C1(CCCC1)N1C(C=C(C2=C1N=C(N=C2)NC2=C(C=CC=C2)OC)C#C[Si](C(C)C)(C(C)C)C(C)C)=O